CN1C2=CC=C(C=C2S(C=2C=C(C=CC12)C=1C=C2C=C(NC2=CC1)C(F)(F)F)=O)C=1C=C2C=C(NC2=CC1)C(F)(F)F 10-methyl-3,7-bis-(2-(trifluoromethyl)-1H-indol-5-yl)-10H-phenothiazine 5-oxide